2-(3-{3-[(dimethylamino)methyl]pyrrolidin-1-yl}-1,2,4-triazin-6-yl)-5-(1H-pyrazol-4-yl)phenol dihydrochloride Cl.Cl.CN(C)CC1CN(CC1)C=1N=NC(=CN1)C1=C(C=C(C=C1)C=1C=NNC1)O